tert-butyl (S)-4-(4-((benzyloxy) carbonyl)-3-(cyanomethyl) piperazin-1-yl)-2-((1-(pyrrolidin-1-yl) cyclopropyl) methoxy)-5,8-dihydropyrido[3,4-d]pyrimidine-7(6H)-carboxylate C(C1=CC=CC=C1)OC(=O)N1[C@H](CN(CC1)C=1C2=C(N=C(N1)OCC1(CC1)N1CCCC1)CN(CC2)C(=O)OC(C)(C)C)CC#N